C(C)OC1=C(C(=O)NC2=CC(=CC=C2)OCC2COC2)C=CC=C1 ethoxy-N-(3-(oxetan-3-ylmethoxy)phenyl)benzamide